methyl 4-((7-(2-amino-3-cyano-7-fluorobenzo[b]thiophen-4-yl)-6-chloro-8-fluoro-2-(((2R,7aS)-2-fluorotetrahydro-1H-pyrrolizin-7a(5H)-yl)methoxy)quinazolin-4-yl)(methyl)amino)butanoate NC1=C(C2=C(S1)C(=CC=C2C2=C(C=C1C(=NC(=NC1=C2F)OC[C@]21CCCN1C[C@@H](C2)F)N(CCCC(=O)OC)C)Cl)F)C#N